2-(benzo[b]thiophen-7-yl)-5-methyloctahydropyrrolo[3,4-c]pyrrole S1C2=C(C=C1)C=CC=C2N2CC1CN(CC1C2)C